(R)-2-methyl-N-((R)-7-azaspiro[3.5]nonan-1-yl)propane-2-sulfinamide CC(C)(C)[S@@](=O)N[C@@H]1CCC12CCNCC2